5-[4-(2-methoxy-2-oxoethyl)piperidin-1-yl]pyridine-2-carboxylic acid COC(CC1CCN(CC1)C=1C=CC(=NC1)C(=O)O)=O